C1(CCCCC1)CCN1CC(CCC1)C=1NC(NN1)=O 5-(1-(2-cyclohexylethyl)piperidin-3-yl)-2,4-dihydro-3H-1,2,4-triazol-3-one